N-((3-(1,4-dioxo-8-azaspiro[4.5]decan-8-yl)benzo[b]thiophen-2-yl)methyl)-2-(9-(pyridin-2-yl)-6-oxaspiro[4.5]decan-9-yl)ethan-1-amine O=C1CCC(C12CCN(CC2)C=2C1=C(SC2CNCCC2(CCOC3(CCCC3)C2)C2=NC=CC=C2)C=CC=C1)=O